CC(CCCCN1[C@@H](C[C@@H](C1)O)C(=O)OCCCCCCC(C(=O)OC(CCCCCCCC)CCCCCC)(C)C)(C(OCCCCCCCCCCC)=O)C [8-(1-hexylnonoxy)-7,7-dimethyl-8-oxo-octyl] (2S,4S)-1-(5,5-dimethyl-6-oxo-6-undecoxy-hexyl)-4-hydroxy-pyrrolidine-2-carboxylate